C(C=C)C=1C=C(C=C(C1O)OC)C=CC(CC(C=CC1=CC(=C(C=C1)O)OC)=O)=O 1-(3-allyl-4-hydroxy-5-methoxyphenyl)-7-(4-hydroxy-3-methoxyphenyl)-1,6-heptadiene-3,5-dione